CN1N=C(C=C1)C1=CC=2C3=C(C(NC2C=C1)=O)C(=NC(=N3)N3CCOCC3)NC3=CC=NC=C3 9-(1-methylpyrazol-3-yl)-2-morpholino-4-(4-pyridylamino)-6H-pyrimido[5,4-c]quinolin-5-one